C1(CC1)C1=NC=NC(=C1C1=NC=C(C(=C1)CC1=CC=C(C=C1)C=1N(C=C(N1)C(F)(F)F)C)OC)OC([2H])([2H])[2H] 4-Cyclopropyl-6-(methoxy-d3)-5-(5-methoxy-4-(4-(1-methyl-4-(trifluoromethyl)-1H-imidazol-2-yl)benzyl)pyridin-2-yl)pyrimidine